FC=1C=C(C=CC1F)N1N=C(C=C1)CC(=O)OCC Ethyl 2-(1-(3,4-difluorophenyl)-1H-pyrazol-3-yl)acetate